6-cyclopropaneamido-4-({2-methoxy-3-[2-(2H3)methyl-2H-1,2,3-triazol-4-yl]phenyl}amino)-N-(2H3)methylpyridazine-3-carboxamide C1(CC1)C(=O)NC1=CC(=C(N=N1)C(=O)NC([2H])([2H])[2H])NC1=C(C(=CC=C1)C1=NN(N=C1)C([2H])([2H])[2H])OC